{4-[(5-Chloro-thiophen-2-ylmethyl)-amino]-2,6-dimethyl-phenyl}-carbamic acid propyl ester C(CC)OC(NC1=C(C=C(C=C1C)NCC=1SC(=CC1)Cl)C)=O